(1S,2S,3S,4S,5S)-3-((5-chloro-4-(4-fluoro-2-(2-hydroxypropan-2-yl)-1-isopropyl-1H-benzo[d]imidazol-6-yl)pyrimidin-2-yl)amino)-4-fluoro-6,8-dioxabicyclo[3.2.1]octan-2-ol ClC=1C(=NC(=NC1)N[C@H]1[C@@H]([C@@H]2CO[C@H]([C@H]1F)O2)O)C=2C=C(C1=C(N(C(=N1)C(C)(C)O)C(C)C)C2)F